NC1=CC(=NC=N1)N([C@H]1CNCC[C@@]1(C)C(CC#N)=O)C 3-{(3R,4R)-3-[(6-aminopyrimidin-4-yl)(methyl)amino]-4-methylpiperidin-4-yl}-3-oxopropanenitrile